6,6'-Azanediylbis(2-(2H-benzo[d][1,2,3]triazol-2-yl)-4-(2,4,4-trimethylpent-2-yl)phenol) N(C1=CC(=CC(=C1O)N1N=C2C(=N1)C=CC=C2)C(C)(CC(C)(C)C)C)C2=CC(=CC(=C2O)N2N=C1C(=N2)C=CC=C1)C(C)(CC(C)(C)C)C